BrC=1C(=CC(=NC1F)N1C[C@H](CC1)C(=O)OC)OC Methyl (3S)-1-(5-bromo-6-fluoro-4-methoxypyridin-2-yl)pyrrolidine-3-carboxylate